N1=CC=CC=2C3C(N4C(C12)=CC(C=C4)=O)CCC3 5,6,7,7a-Tetrahydrocyclopenta[f]pyrido[1,2-h][1,7]naphthyridin-11(4bH)-one